COC(\C=C\CC[C@@H](C(=O)NC=1C(N(C=CC1)CCC(=O)NC1C2CC3CC(CC1C3)C2)=O)NC(=O)C=2OC(=CN2)OC)=O (S,E)-Methyl-7-(1-(3-(2-adamantylamino)-3-oxopropyl)-2-oxo-1,2-dihydropyridin-3-ylamino)-6-(5-methoxyoxazol-2-carboxamido)-7-oxohept-2-enoat